6-(2,2-difluoroethoxy)-1-methyl-4-[4-(5-methyl-1,3-benzoxazol-2-yl)piperidin-1-yl]-2-oxo-1,2-dihydroquinoline-3-carboxamide FC(COC=1C=C2C(=C(C(N(C2=CC1)C)=O)C(=O)N)N1CCC(CC1)C=1OC2=C(N1)C=C(C=C2)C)F